OC1=C(C(=O)NCCCCCCCC(=O)O)C=CC(=C1)OC 8-[(2-hydroxy-4-methoxy-benzoyl)amino]-octanoic acid